C(C)(=O)C=1C=C(C=CC1)NC1=CC=NC2=CC(=C(C=C12)OCCOC)OCCOC N-(3-Acetylphenyl)-6,7-bis(2-methoxyethoxy)-4-quinolinamine